C1(CC1)[C@]1(C(N(C[C@H]1C)C=1C=2N(C=C(N1)C=1C=NN(C1)C1=CC=NC=C1)N=CC2)=O)C#N (3R,4S)-3-cyclopropyl-4-methyl-2-oxo-1-(6-(1-(pyridin-4-yl)-1H-pyrazol-4-yl)pyrazolo[1,5-a]pyrazin-4-yl)pyrrolidine-3-carbonitrile